iridium iridium(III) [Ir+3].[Ir+3]